CC=1C=C2C(CC=NC2=NC1)(C)F 6-methyl-4-fluoro-4-methyl-naphthyridine